aminophosphorus N[P]